4-((4-(2-Cyclopropylthiazol-5-yl)pyridin-2-yl)((4-(4-methoxy-3-methylphenyl)bicyclo[2.2.2]octan-1-yl)methyl)carbamoyl)cyclohexyl-3-hydroxyazetidine C1(CC1)C=1SC(=CN1)C1=CC(=NC=C1)N(C(=O)C1CCC(CC1)N1CC(C1)O)CC12CCC(CC1)(CC2)C2=CC(=C(C=C2)OC)C